ClC1=CC=C2C(=C(C(N(C2=C1)C1=C(C=CC=C1)Cl)=O)[N+](=O)[O-])NC 7-chloro-1-(2-chlorophenyl)-4-(methylamino)-3-nitroquinolin-2(1H)-one